4-(tert-butylamino)butanesulfonic acid C(C)(C)(C)NCCCCS(=O)(=O)O